FC1=CC=C(C=C1)S1CC(CN2C(N=CC3=CC(=CC1=C23)C(F)(F)F)=O)COC 1-(4-fluorophenyl)-3-(methoxymethyl)-10-(trifluoromethyl)-3,4-dihydro-[1,4]thiazepino[2,3,4-ij]quinazolin-6(2H)-one